NC=1C2=C(N=CN1)N(C(=C2C=2C=NC1=CC=CC=C1C2)C#C)C21CCC(CC2)(C1)NC(C(F)F)=O N-(4-(4-amino-6-ethynyl-5-(quinolin-3-yl)-7H-pyrrolo[2,3-d]pyrimidin-7-yl)bicyclo[2.2.1]heptane-1-yl)-2,2-difluoroacetamide